BrC=1C=CC2=C(C(=NCC=3N2C(=NN3)C3CC3)C3=NC=CC=C3F)C1Cl 8-bromo-7-chloro-1-cyclopropyl-6-(3-fluoro-2-pyridinyl)-4H-[1,2,4]Triazolo[4,3-a][1,4]Benzodiazepine